5-hexyloxy-6-nitro-N-carboxymethyl-isoindoline-1,3-dione C(CCCCC)OC=1C=C2C(N(C(C2=CC1[N+](=O)[O-])=O)CC(=O)O)=O